2-[(3-exo)-8-azabicyclo[3.2.1]oct-3-yl(methyl)amino][1,3]thiazolo[5,4-b]pyridin C12CC(CC(CC1)N2)N(C=2SC1=NC=CC=C1N2)C